6-(4-((2S,6R)-4-acryloyl-6-methyl-1-(methylsulfonyl)piperazin-2-yl)-6-chloropyridin-2-yl)-N-methyl-2-(trifluoromethyl)pyrimidine-4-carboxamide C(C=C)(=O)N1C[C@@H](N([C@@H](C1)C)S(=O)(=O)C)C1=CC(=NC(=C1)Cl)C1=CC(=NC(=N1)C(F)(F)F)C(=O)NC